C(C1=CC=CC=C1)N1CC=2C(=C(N=C(C2CC1)N1CC2CCC(C1)N2C(=O)OC(C)(C)C)OC[C@H]2N(CCC2)C)C#N tert-butyl 3-(6-benzyl-4-cyano-3-(((S)-1-methylpyrrolidin-2-yl)methoxy)-5,6,7,8-tetrahydro-2,6-naphthyridin-1-yl)-3,8-diazabicyclo[3.2.1]octane-8-carboxylate